2-((2S,4S)-1-acryloyl-4-(7-bromo-8-chloro-6-fluoro-4-(2-methylpyridin-3-yl)-1H-imidazo[4,5-c]quinolin-1-yl)piperidin-2-yl)acetonitrile C(C=C)(=O)N1[C@@H](C[C@H](CC1)N1C=NC=2C(=NC=3C(=C(C(=CC3C21)Cl)Br)F)C=2C(=NC=CC2)C)CC#N